FC(C1=C(COC2=C(C=C(C=C2)\C=C(\C(=O)OC)/F)OC)C=CC(=C1)C(F)(F)F)(F)F (Z)-methyl 3-(4-((2,4-bis(trifluoromethyl) benzyl) oxy)-3-methoxyphenyl)-2-fluoroacrylate